ClC=1C=CC(=C(C(=O)O)C1)OC(F)(F)F 5-chloro-2-(trifluoromethoxy)benzoic acid